C(#N)C1=C(N=C(C=2CCN(CC12)C1=CC=CC2=CC=CC=C12)N1CCN(CC1)C(=O)OC(C)(C)C)N1CCOCC1 tert-butyl 4-(4-cyano-3-morpholino-6-(naphthalen-1-yl)-5,6,7,8-tetrahydro-2,6-naphthyridin-1-yl)piperazine-1-carboxylate